N-(6-methyl-5-(7-(methylamino)-1,6-naphthyridin-3-yl)pyridin-3-yl)-4,5,6,7-tetrahydrobenzo[d]thiophene-3-carboxamide CC1=C(C=C(C=N1)NC(=O)C1=CSC2=C1CCCC2)C=2C=NC1=CC(=NC=C1C2)NC